N[C@@H](C)C1=NC(=NN1C1=CC=C(C=N1)C#N)CC 6-[5-[(1S)-1-Aminoethyl]-3-ethyl-1,2,4-triazol-1-yl]pyridin-3-carbonitril